NC1=NC=NN2C1=CC=C2[C@H]2[C@@H]([C@@H]([C@@](O2)(C#N)COP(=O)(OCC2=CC=CC=C2)N[C@@H](C)C(=O)OC)O)O methyl ((((2R,3S,4R,5S)-5-(4-aminopyrrolo[2,1-f][1,2,4]triazin-7-yl)-2-cyano-3,4-dihydroxytetrahydrofuran-2-yl)methoxy)(benzyloxy)phosphoryl)-L-alaninate